COC=1C=C2C(=NNC2=CC1)CCN 2-(5-methoxy-1H-indazol-3-yl)ethan-1-amine